(R)-7-amino-2-methyl-4-((S)-1-phenylethyl)-2H-benzo[b][1,4]oxazin-3(4H)-one NC=1C=CC2=C(O[C@@H](C(N2[C@@H](C)C2=CC=CC=C2)=O)C)C1